N-[2-(azetidin-3-ylmethylamino)-2-oxo-ethyl]-4-[[3-[1-(2,2-difluoroethyl)-3-(trifluoromethyl)pyrazol-4-yl]imidazo[1,2-a]pyrazin-8-yl]amino]-2-ethyl-benzamide N1CC(C1)CNC(CNC(C1=C(C=C(C=C1)NC=1C=2N(C=CN1)C(=CN2)C=2C(=NN(C2)CC(F)F)C(F)(F)F)CC)=O)=O